C(C)(C)NC(C=C)=O N-Isopropylacrylamid